2-Chloro-7-(2-methylcyclopentyl)-5H-pyrrolo[2,3-d]pyrimidin-6-one ClC=1N=CC2=C(N1)N(C(C2)=O)C2C(CCC2)C